O=C1NC(CCC1C1=CC=CC(=N1)OCCCC(=O)O)=O 4-((6-(2,6-dioxopiperidin-3-yl)pyridin-2-yl)oxy)butyric acid